FC=1C=C(C=CC1F)[C@H]1[C@@H](CN(C1)CCOC)NC(=O)NC1=C2C(=NN1C1=CC=CC=C1)CSC2 1-((3s,4r)-4-(3,4-difluorophenyl)-1-(2-methoxyethyl)pyrrolidin-3-yl)-3-(2-phenyl-4,6-dihydro-2H-thieno[3,4-c]pyrazol-3-yl)urea